ClC1=C(C=CC=C1\C=C(\C=1N=CC=2CNCCC2C1)/F)O (Z)-2-chloro-3-(2-fluoro-2-(5,6,7,8-tetrahydro-2,7-naphthyridine-3-yl)vinyl)phenol